(2-(6-(2-ethyl-5-fluoro-4-hydroxyphenyl)-1H-indazol-3-yl)-pyrrolo[3,4-d]imidazol-5(1H,4H,6H)-yl)(pyridazin-4-yl)methanone C(C)C1=C(C=C(C(=C1)O)F)C1=CC=C2C(=NNC2=C1)C1=NC2=C(N1)CN(C2)C(=O)C2=CN=NC=C2